6-nitrotoluene [N+](=O)([O-])C1=CC=CC=C1C